CC1=C(C=CC2=C(C=C(C=C2)C=CC2=C(C=CC=C2)C)CC)C=CC=C1 1,4-bis(2-methylstyryl)-2-ethylbenzene